CC1CCC2(NC1)OC1CC3C4CCC5CCCCC5(C4CCC3(C1C2C)C)C 5',7,9,13-tetramethyl-5-oxaspiro[pentacyclo[10.8.0.02,9.04,8.013,18]icosane-6,2'-piperidin]